N-(8-amino-7-fluoro-6-(1-methyl-1H-pyrrole-2-yl)isoquinolin-3-yl)-2-fluorocyclopropan-1-carboxamide NC=1C(=C(C=C2C=C(N=CC12)NC(=O)C1C(C1)F)C=1N(C=CC1)C)F